2-(((S)-1-(((S)-1,1-bis(3-fluoro-4-methoxyphenyl)propan-2-yl)amino)-4-methyl-1-oxopentan-2-yl)carbamoyl)-4-methoxypyridin-3-yl isobutyrate C(C(C)C)(=O)OC=1C(=NC=CC1OC)C(N[C@H](C(=O)N[C@H](C(C1=CC(=C(C=C1)OC)F)C1=CC(=C(C=C1)OC)F)C)CC(C)C)=O